N-(1-Adamantylmethyl)-6-[4-[3-[2-(5-hydroxypyridin-3-yl)ethynyl]-5-(trifluoromethyl)benzoyl]piperazin-1-yl]pyridazine-3-carboxamide C12(CC3CC(CC(C1)C3)C2)CNC(=O)C=2N=NC(=CC2)N2CCN(CC2)C(C2=CC(=CC(=C2)C(F)(F)F)C#CC=2C=NC=C(C2)O)=O